Natrium 3-(5'-Chloro-2',4'-difluorobiphenyl-3-yl)-3-(3-(1,5-dimethyl-4-oxido-2-oxo-1,2-dihydropyridin-3-yl)ureido)propanoat ClC=1C(=CC(=C(C1)C1=CC(=CC=C1)C(CC(=O)[O-])NC(=O)NC=1C(N(C=C(C1[O-])C)C)=O)F)F.[Na+].[Na+]